ClC=1C(=C(NC2=C(NC3=C2C(NCC3)=O)C3=C(C=NC=C3)OCC3CCOCC3)C=CC1)OC(F)F 3-[3-chloro-2-(difluoromethoxy)anilino]-2-{3-[(oxan-4-yl)-methoxy]pyridin-4-yl}-1,5,6,7-tetrahydro-4H-pyrrolo[3,2-c]pyridin-4-one